CC1=C(C(=O)NC(C#C)C2=CC=CC3=CC=CC=C23)C=C(C=C1)[N+](=O)[O-] 2-Methyl-N-[1-(1-naphthyl)prop-2-ynyl]-5-nitro-benzamide